4-amino-N-(4-(((2S,4R)-2-methyl-1-propionyl-1,2,3,4-tetrahydroquinolin-4-yl)amino)phenyl)but-2-ynyl-amide trifluoroacetate FC(C(=O)[O-])(F)F.NC(C#CC[NH-])C1=CC=C(C=C1)N[C@@H]1C[C@@H](N(C2=CC=CC=C12)C(CC)=O)C